C(C1=CC=CC=C1)N1CCN(CC1)C(=O)NC1=CC(=CC=C1)NS(=O)(=O)CCC 4-benzyl-N-(3-(propylsulfonamido)phenyl)piperazine-1-carboxamide